N-(3-(1H-imidazol-1-yl)-5-(trifluoromethyl)phenyl)-3-((6-amino-5-fluoropyridin-3-yl)ethynyl)-4-methylbenzamide N1(C=NC=C1)C=1C=C(C=C(C1)C(F)(F)F)NC(C1=CC(=C(C=C1)C)C#CC=1C=NC(=C(C1)F)N)=O